O1CCC12CN(CC2)C=2N=C1C(=NC2)N=C(S1)NC(=O)C=1C=NC(=CC1C1=C(C=CC(=C1)Cl)OC)C N-(6-(1-oxa-6-azaspiro[3.4]octan-6-yl)thiazolo[4,5-b]pyrazin-2-yl)-4-(5-chloro-2-methoxyphenyl)-6-methylpyridine-3-carboxamide